BrC1=C(C=C(C=2C(CCCC12)=O)NC(C)=O)Cl N-(4-bromo-3-chloro-8-oxo-5,6,7,8-tetrahydronaphthalen-1-yl)acetamide